1-[4-(3-Dimethylamino-propoxy)-3-(2-methyl-2H-pyrazol-3-yl)-phenyl]-3-(4-trifluoromethyl-phenyl)-urea CN(CCCOC1=C(C=C(C=C1)NC(=O)NC1=CC=C(C=C1)C(F)(F)F)C=1N(N=CC1)C)C